COC=1C=C2C(=CC=NC2=CC1)C(CCC1C(CNCC1)C=C)=O 1-(6-methoxy-4-quinolyl)-3-(3-vinyl-4-piperidyl)-1-propanone